(R)-1-(5'-chloro-1'-(4-methoxybenzyl)-1',2'-dihydrospiro[cyclobutane-1,3'-pyrrolo[2,3-b]pyridin]-3-yl)pyrrolidin-3-ol ClC=1C=C2C(=NC1)N(CC21CC(C1)N1C[C@@H](CC1)O)CC1=CC=C(C=C1)OC